COC1=C(C(=CC=C1)OC)N1C(=NC=2C1=NC(=CN2)NS(=O)(=O)CC2(CC2)OC2OCCCC2)C2=NC(=CC=C2)OCC N-(1-(2,6-dimethoxyphenyl)-2-(6-ethoxypyridin-2-yl)-1H-imidazo[4,5-b]pyrazin-6-yl)-1-(1-((tetrahydro-2H-pyran-2-yl)oxy)cyclopropyl)methanesulfonamide